FC=1C=C2C(=C(/C(/C2=CC1)=C/C1=CC=C(C=C1)OC)CC1=CC=C(C=C1)OC1=CC=C(C=C1)F)CC(=O)O (Z)-2-(5-fluoro-2-(4-(4-fluorophenoxy)benzyl)-1-(4-methoxybenzylidene)-1H-inden-3-yl)acetic acid